FC1=CC(=CC=2N(C(=NC21)C)C2CCN(CC2)C)C=2C1=C(N=C(N2)CC(C)C)NC=C1 (4-fluoro-2-methyl-1-(1-methylpiperidin-4-yl)-1H-benzo[d]imidazol-6-yl)-2-isobutyl-7H-pyrrolo[2,3-d]pyrimidine